C(CCCCCCCCC#C)(=O)OC(CCN1N=NC(=C1C(=O)OCC(CCCC)CC)C(=O)OCC(CCCC)CC)CCC bis(2-ethylhexyl) 1-(3-(undec-10-ynoyloxy)hexyl)-1H-1,2,3-triazole-4,5-dicarboxylate